3-(5-(4-((1-(methoxymethyl)-2-azaspiro[3.3]heptan-2-yl)methyl)pyridin-2-yl)-1-oxoisoindolin-2-yl)piperidine-2,6-dione COCC1N(CC12CCC2)CC2=CC(=NC=C2)C=2C=C1CN(C(C1=CC2)=O)C2C(NC(CC2)=O)=O